CN1CCN(CC1)C=1C=CC(=NC1)NC=1C=CC(=C2C=CNC(C12)=O)C1=CC=NC=C1 8-((5-(4-methylpiperazin-1-yl)pyridine-2-yl)amino)-5-(pyridine-4-yl)isoquinolin-1(2H)-one